2-[4-[[5-acetyl-3-[7-(difluoromethyl)-6-(1-methylpyrazol-4-yl)-3,4-dihydro-2H-quinolin-1-yl]-6,7-dihydro-4H-pyrazolo[4,3-c]pyridin-1-yl]methyl]-1-piperidyl]pyrimidine-5-carboxylic acid C(C)(=O)N1CC2=C(CC1)N(N=C2N2CCCC1=CC(=C(C=C21)C(F)F)C=2C=NN(C2)C)CC2CCN(CC2)C2=NC=C(C=N2)C(=O)O